1-(1-oxo-1,2-dihydroisoquinolin-5-yl)-5-(trifluoromethyl)-N-(6-(trifluoromethyl)pyridazin-4-yl)-1H-pyrazole-4-carboxamide O=C1NC=CC2=C(C=CC=C12)N1N=CC(=C1C(F)(F)F)C(=O)NC1=CN=NC(=C1)C(F)(F)F